5-(imidazo[1,2-a]pyrimidin-6-yl)-N-(2-azaspiro[3.3]heptane-6-yl)pyrrolo[2,1-f][1,2,4]triazin-2-amine N=1C=CN2C1N=CC(=C2)C=2C=CN1N=C(N=CC12)NC1CC2(CNC2)C1